4-methyl-6-((1-((2-(trimethylsilyl)ethoxy)methyl)-1H-pyrazol-3-yl)methyl)-4H-thiazolo[5',4':4,5]Pyrrolo[2,3-d]Pyridazin-5(6H)-one CN1C2=C(C3=C1C(N(N=C3)CC3=NN(C=C3)COCC[Si](C)(C)C)=O)SC=N2